5-(imidazo[1,2-b]pyridazin-6-yl)-N-(2-azaspiro[3.3]heptan-6-yl)pyrrolo[2,1-f][1,2,4]triazin-2-amine N=1C=CN2N=C(C=CC21)C=2C=CN1N=C(N=CC12)NC1CC2(CNC2)C1